4-(2-fluoro-4-iodoanilino)-N-methoxy-5-methyl-6-oxopyridine-3-carboxamide FC1=C(NC=2C(=CNC(C2C)=O)C(=O)NOC)C=CC(=C1)I